2-(difluoromethoxy)-6-methoxy-4-(6-(1-methyl-1H-pyrazol-4-yl)pyrazolo[1,5-a]pyridin-3-yl)benzonitrile FC(OC1=C(C#N)C(=CC(=C1)C=1C=NN2C1C=CC(=C2)C=2C=NN(C2)C)OC)F